[Ni](Cl)Cl.N1=C(C=CC=C1)C1=NC=CC=C1 2,2'-bipyridine nickel chloride